C(C1=CC=CC=C1)SC1=NC=C(C=C1)OC1CC1 2-(benzylthio)-5-cyclopropoxypyridine